NC1=NC=CC=C1C1=NC=2C(=NC(=CC2)C2=CC=CC=C2)N1C1=CC=C(C(=N1)C)NC(=O)C1=CC(=C(C(=O)OC)C=C1)C methyl 4-((6-(2-(2-aminopyridin-3-yl)-5-phenyl-3H-imidazo[4,5-b]pyridin-3-yl)-2-methylpyridin-3-yl)carbamoyl)-2-methylbenzoate